BrC=1C=C2CCN(CC2=CC1)C 6-bromo-2-methyl-3,4-dihydro-1H-isoquinoline